bromochloropropene BrC(=CC)Cl